7-bromo-2-methyl-4-[3-(trifluoromethyl)-7,8-dihydro-5H-1,6-naphthyridin-6-yl]quinazoline BrC1=CC=C2C(=NC(=NC2=C1)C)N1CC=2C=C(C=NC2CC1)C(F)(F)F